ClC1=NC(=CC(=C1)C=1C(=NN2C1N=C(C=C2)C(=O)NC(C)(C)C#N)C2=CC(=CC=C2)C#N)C 3-(2-chloro-6-methyl-4-pyridyl)-N-(1-cyano-1-methyl-ethyl)-2-(3-cyanophenyl)pyrazolo[1,5-a]pyrimidine-5-carboxamide